C(C)(C)(C)C1=NN=C(O1)C=1C(=C(C2=C(N(C([C@H](CS2(=O)=O)NC(OC(C)(C)C)=O)=O)CC2=CC=C(C=C2)Cl)C1)C)F tert-butyl N-[(3R)-7-(5-tert-butyl-1,3,4-oxadiazol-2-yl)-5-[(4-chlorophenyl)methyl]-8-fluoro-9-methyl-1,1,4-trioxo-2,3-dihydro-1λ6,5-benzothiazepin-3-yl]carbamate